C(C)C1=C(C(=C(C=C1)[O-])OCCCCCC)CC bis-ethylhexyl-oxyphenolate